COC=1C(=NC=CC1)[C@H]1[C@@H](O[C@]([C@H]1C)(C(F)(F)F)C)C(=O)NC1=CC(=NC=C1)C(=O)N (2R,3S,4S,5R)-4-[[3-(3-methoxy-2-pyridyl)-4,5-dimethyl-5-(trifluoromethyl)tetrahydrofuran-2-carbonyl]amino]pyridine-2-carboxamide